N-hydroxy-2-(4-((2-(4-methoxyphenyl)cyclopropyl)amino)piperidin-1-yl)pyrimidine-5-carboxamide TFA salt OC(=O)C(F)(F)F.ONC(=O)C=1C=NC(=NC1)N1CCC(CC1)NC1C(C1)C1=CC=C(C=C1)OC